(S)-2,2-dimethyl-N-(5-methyl-5-azaspiro[2.4]hept-7-yl)-3-((3-(trifluoromethyl)pyridin-2-yl)oxy)propanamide CC(C(=O)N[C@@H]1CN(CC12CC2)C)(COC2=NC=CC=C2C(F)(F)F)C